N-[(7S)-5-amino-6-oxo-7,8-dihydrocyclopenta[g][1,3]benzodioxol-7-yl]acetamide NC1=CC2=C(OCO2)C2=C1C([C@H](C2)NC(C)=O)=O